C1(=CC=CC2=CC=CC=C12)C1=CC=C(C=C1)C1=CC=C(C=C1)N(C=1C=C(C(=CC1)C1=CC=CC=C1)C1=CC=CC=C1)C1=CC=C(C=C1)C1=CC=CC2=CC=CC=C12 (4'-naphthalen-1-yl-biphenyl-4-yl)-(4-naphthalen-1-yl-phenyl)-[1,1':2',1'']terphenyl-4'-yl-amine